COC1=C2C(C(=C(OC2=CC(=C1)OC)C1=CC(=C(C(=C1)OC)OC)OC)OCCCCN1C=NC2=C(C(=CC=C2C1=O)C)C)=O 3-(4-((5,7-dimethoxy-4-oxo-2-(3,4,5-trimethoxyphenyl)-4H-chromen-3-yl)oxy)butyl)-7,8-dimethylquinazolin-4(3H)-one